ClC1=C(C(=CC=C1)F)C1=C(C(=NC=2C(=CNC(C12)=O)C(C)C)N1N=C(N(C1=O)CC)CO)F (2-chloro-6-fluorophenyl)-2-(4-ethyl-3-(hydroxymethyl)-5-oxo-4,5-dihydro-1H-1,2,4-triazol-1-yl)-3-fluoro-8-isopropyl-1,6-naphthyridin-5(6H)-one